3-bromo-4-((4-methoxybenzyl)oxy)-5-(trifluoromethyl)benzonitrile BrC=1C=C(C#N)C=C(C1OCC1=CC=C(C=C1)OC)C(F)(F)F